2-(4-allylpiperidin-1-yl)-7-bromo-N-(2-(4,4-difluoro-3-vinylpiperidin-1-yl)-6-methylpyrimidin-4-yl)-1-oxo-2,3-dihydro-1H-indene-4-carboxamide C(C=C)C1CCN(CC1)C1C(C=2C(=CC=C(C2C1)C(=O)NC1=NC(=NC(=C1)C)N1CC(C(CC1)(F)F)C=C)Br)=O